N-methyl-N-octadecyl-anilinium tetrakis(perfluorophenyl)borate FC1=C(C(=C(C(=C1F)F)F)F)[B-](C1=C(C(=C(C(=C1F)F)F)F)F)(C1=C(C(=C(C(=C1F)F)F)F)F)C1=C(C(=C(C(=C1F)F)F)F)F.C[NH+](C1=CC=CC=C1)CCCCCCCCCCCCCCCCCC